Zinc-Tin-Aluminium Oxide [O-2].[Al+3].[Sn+4].[Zn+2]